NCC(CC(CCNCC(CN1CCN(CC1)CC(CNCCC(CCCCC\C=C/CCCCCCCC)CC(CN)O)O)O)CCCCC\C=C/CCCCCCCC)O 1,4-bis[(3-(3-amino-2-hydroxypropyl)-oleylamino)2-hydroxypropyl]piperazine